COCOC=1C=C(C=CC1OCOC)/C=C/C=1SC2=C(N1)C=C(C(=C2)C(COCCO)NC)C (E)-2-(2-(2-(3,4-bis(methoxymethoxy)phenylvinyl)-5-methylbenzothiazol-6-yl)(methyl)aminoethoxy)ethanol